Tributylphosphin C(CCC)P(CCCC)CCCC